OC(CC#C)C1=CC=C(C=C1)O 4-(1-hydroxybut-3-yn-1-yl)phenol